N-(5-Chloro-1H-indol-3-yl)-1-cyclopropyl-5-fluoro-1H-benzo[d]imidazol-2-amine ClC=1C=C2C(=CNC2=CC1)NC1=NC2=C(N1C1CC1)C=CC(=C2)F